2,2'-((Ethan-1,2-diylbis(azaneylylidene))bis(ethan-1-yl-1-ylidene))bis(4-(trifluoromethyl)phenol) C(CN=C(C)C1=C(C=CC(=C1)C(F)(F)F)O)N=C(C)C1=C(C=CC(=C1)C(F)(F)F)O